C(C)[C@@]1(COC2=C1C=C(C=C2C(=O)NC)C(=O)N[C@H]2[C@@H](C2)COC)C2=CC=CC=C2 |&1:2| (+/-)-3-ethyl-N5-((1R,2R)-2-(methoxymethyl)cyclopropyl)-N7-methyl-3-phenyl-2,3-dihydrobenzofuran-5,7-dicarboxamide